C(C1=CC=CC=C1)OC=1C=C(C=C(C1Br)OCC1=CC=CC=C1)CC(C)=O 1-(3,5-Bis(benzyloxy)-4-bromophenyl)propan-2-one